C(CCC)C=1C(=C(C=CC1)S(=O)(=O)N)CCCC di-butyl-benzenesulfonamide